2-(4-acetamido-2-oxopyrimidin-1(2H)-yl)-5-(acetoxymethyl)tetrahydrofuran-3,4-diyl diacetate C(C)(=O)OC1C(OC(C1OC(C)=O)COC(C)=O)N1C(N=C(C=C1)NC(C)=O)=O